CNC(=O)C1=C(C=C(C=C1)C1=C(C=CC=C1)C(F)(F)F)CC(=O)O 2-(4-(methylcarbamoyl)-2'-(trifluoromethyl)-[1,1'-biphenyl]-3-yl)acetic acid